C(N)(=O)CC[C@@H](COS(=O)(=O)C)NC(OC(C)(C)C)=O Tert-butyl N-[(2S)-4-carbamoyl-1-(methanesulfonyloxy)butan-2-yl]carbamate